(±)-cis-N-(8-amino-6-chloro-2,7-naphthyridin-3-yl)-2-cyano-cyclopropanecarboxamide NC=1N=C(C=C2C=C(N=CC12)NC(=O)[C@H]1[C@H](C1)C#N)Cl |r|